C(C=C)(=O)NC=C1C(C(C(=O)N)=CC=C1)O 3-(acrylamidomethylene)-2-hydroxybenzoamide